Dimethyl-2-oxo-3-(4,5,6,7-tetrahydro-1H-indol-2-ylmethylidene)-2,3-dihydro-1H-indole-5-sulfonamide CC1=C2C(C(N(C2=CC=C1S(=O)(=O)N)C)=O)=CC=1NC=2CCCCC2C1